6-(4-((2-aminopyridin-3-yl)(cyclopropyl)methyl)-8-chloro-5,6-dihydro-4H-[1,4]oxazepino[5,6,7-de]quinazolin-9-yl)-N,N-bis(4-methoxybenzyl)-4-methyl-5-(trifluoromethyl)pyridin-2-amine NC1=NC=CC=C1C(N1CCOC=2C=3C1=NC=NC3C=C(C2Cl)C2=C(C(=CC(=N2)N(CC2=CC=C(C=C2)OC)CC2=CC=C(C=C2)OC)C)C(F)(F)F)C2CC2